2-methyl-9-(2-ethylhexyloxy)anthracene CC1=CC2=C(C3=CC=CC=C3C=C2C=C1)OCC(CCCC)CC